COC(C1=CC(=C(C=C1)C=C)S(NCC=C)(=O)=O)=O 3-(allylsulfamoyl)-4-vinyl-benzoic acid methyl ester